FC1=CC=C(C=C1)CC(=O)[O-].[Sn+2].FC1=CC=C(C=C1)CC(=O)[O-] tin(II) 4-fluorobenzeneacetate